2-(2,6-dioxopiperidin-3-yl)-5-(4-((1-(2-(4-(6-(5-isopropoxy-1H-indazol-3-yl)pyrimidin-4-yl)piperazin-1-yl)ethyl)piperidin-4-yl)methyl)piperidin-1-yl)isoindoline-1,3-dione O=C1NC(CCC1N1C(C2=CC=C(C=C2C1=O)N1CCC(CC1)CC1CCN(CC1)CCN1CCN(CC1)C1=NC=NC(=C1)C1=NNC2=CC=C(C=C12)OC(C)C)=O)=O